FC=1C=C(C=C(C1)F)[C@@H]1N(OCC1)C1=CC(=NC=N1)NC=1C(=CC(=C(C1)NC(C=C)=O)N1CCC(CC1)N1CC(N(CC1)C)=O)OC N-(5-((6-((R)-3-(3,5-difluorophenyl)isoxazolidine-2-yl)pyrimidine-4-yl)amino)-4-methoxy-2-(4-(4-methyl-3-oxopiperazine-1-yl)piperidine-1-yl)phenyl)acrylamide